FC1(C[C@@]12CN(CC2)C(=O)OCC2=CC=CC=C2)F benzyl (s)-1,1-difluoro-5-azaspiro[2.4]heptane-5-carboxylate